ClC1=C(C=C(C=2CN3[C@@H](COC21)CN(CC3)C(=O)OC(C)(C)C)OC)C3=C(C=CC=C3O)F Tert-butyl (12aR)-10-chloro-9-(2-fluoro-6-hydroxyphenyl)-7-methoxy-3,4,12,12a-tetrahydro-6H-pyrazino[2,1-c][1,4]benzoxazepine-2(1H)-carboxylate